N-{(4aR,6R)-5,5-difluoro-1-oxo-2-[4-(thiophen-2-yl)-1,2-benzoxazol-3-yl]octahydropyrrolo[1,2-c]pyrimidin-6-yl}ethanesulfonamide FC1([C@@H](CN2C(N(CC[C@@H]21)C2=NOC1=C2C(=CC=C1)C=1SC=CC1)=O)NS(=O)(=O)CC)F